BrC=1C=CC2=C(C(C(O2)(C(=O)OCC)C)O[Si](C)(C)C(C)(C)C)C1 ethyl 5-bromo-3-((tert-butyldimethylsilyl) oxy)-2-methyl-2,3-dihydrobenzofuran-2-carboxylate